N-(trans-4-methoxycyclohexyl)-5-(2-(methylamino)-7H-pyrrolo[2,3-d]pyrimidin-5-yl)pyrazolo[1,5-a]pyridine-3-carboxamide CO[C@@H]1CC[C@H](CC1)NC(=O)C=1C=NN2C1C=C(C=C2)C2=CNC=1N=C(N=CC12)NC